7-(diethylamino)-2-oxo-2H-benzopyran-3-carboxylate C(C)N(C1=CC2=C(C=C(C(O2)=O)C(=O)[O-])C=C1)CC